OC1=C(C(=O)O)C(=CC(=C1)O)CCCCCCCCCC 2,4-dihydroxy-6-decanylbenzoic acid